2-amino-N-(2,2-difluorobenzo[d][1,3]dioxol-4-yl)-6-[(methylsulfonyl)methyl]nicotinamide NC1=C(C(=O)NC2=CC=CC=3OC(OC32)(F)F)C=CC(=N1)CS(=O)(=O)C